C(C)(C)(C)OC(NC1\C(\C(CC1)=O)=C/N(C)C)=O N-[(2E)-2-[(dimethylamino)methylene]-3-oxocyclopentyl]carbamic acid tert-butyl ester